C[Si](C(C)[Si](O[Si](C)(C)CC[SiH2]C(N(CC)CC)N(CC)CC)(C)C)(OCC)C 1-dimethylethoxysilylethyl-3-bis(diethylamino)methylsilylethyl-1,1,3,3-tetramethyldisiloxane